ClC1=C(C=C(C=C1)F)C=1SC(=C2CNC(C21)=O)[N+](=O)[O-] (2-chloro-5-fluorophenyl)-1-nitro-5,6-dihydro-4H-thieno[3,4-c]pyrrol-4-one